COC1=CC=C(C=C1)NC1=NC=NC=C1 N-(4-methoxyphenyl)-pyrimidin-4-amine